4-formyl-3-hydroxybenzyl oxazol-2-yl-naphthalen-2-yl-carbamate O1C(=NC=C1)N(C(OCC1=CC(=C(C=C1)C=O)O)=O)C1=CC2=CC=CC=C2C=C1